COC(N(C1=CC=C(C=C1)OC(F)(F)F)C(=O)Cl)=O chlorocarbonyl-[4-(trifluoromethoxy)phenyl]carbamic acid methyl ester